N-(2-Diethylamino-5-fluoro-4-oxo-4H-quinazolin-3-yl)-2-(3,5-difluoro-phenyl)-acetamide C(C)N(C1=NC2=CC=CC(=C2C(N1NC(CC1=CC(=CC(=C1)F)F)=O)=O)F)CC